3-Fluoro-N-methyl-5-[3-(piperidine-1-carbonyl)pyrazolo[1,5-a]pyridin-7-yl]pyridine-2-carboxamide FC=1C(=NC=C(C1)C1=CC=CC=2N1N=CC2C(=O)N2CCCCC2)C(=O)NC